FC(C/C=C/CC1C(CCCCC1)=O)(C1=CC(=CC(=C1)C(F)(F)F)C=1C=NC=CC1)F (E)-1-(5,5-difluoro-5-(3-(pyridine-3-yl)-5-(trifluoromethyl)phenyl)pent-2-en-1-yl)-2-oxo-cycloheptane